indium-gallium-tin oxide [Sn]=O.[Ga].[In]